IC=1C=C(C(=O)OC)C=CC1SCC1=CC=C(C=C1)[N+](=O)[O-] methyl 3-iodo-4-((4-nitrobenzyl)thio)benzoate